C(C)(C)(C)OC(NCCCCCCCCN(CC1=CC=CC2=CC=CC=C12)C\C=C\C#CC(C)(C)C)=O (E)-{8-[(6,6-dimethylhept-2-en-4-yn-1-yl)(naphthalen-1-ylmethyl)amino]octyl}carbamic acid tert-butyl ester